[4-[(1R,2S)-6-hydroxy-2-phenyl-tetralin-1-yl]phenyl]piperidine-4-carbaldehyde OC=1C=C2CC[C@@H]([C@@H](C2=CC1)C1=CC=C(C=C1)N1CCC(CC1)C=O)C1=CC=CC=C1